((5-bromo-2-methyl-1,2,3,4-tetrahydroisoquinolin-7-yl)amino)-5-((2-(isopropylsulfonyl)phenyl)amino)-1,2,4-triazine-6-carboxamide BrC1=C2CCN(CC2=CC(=C1)NC=1N=NC(=C(N1)NC1=C(C=CC=C1)S(=O)(=O)C(C)C)C(=O)N)C